2-(4-hydroxyphenyl)-2-(4-hydroxyphenyl)propane OC1=CC=C(C=C1)C(C)(C)C1=CC=C(C=C1)O